di-tert-butyl 1-(3-(tert-butoxy)-3-oxopropyl)hydrazine-1,2-dicarboxylate C(C)(C)(C)OC(CCN(NC(=O)OC(C)(C)C)C(=O)OC(C)(C)C)=O